C12NCC(C1)(C2)C2=NC1=CC=CC=C1C(N2)=O 2-(2-azabicyclo[2.1.1]hexan-4-yl)quinazolin-4(3H)-one